FC=1C(=NC=C(C1)C)CN1C[C@H](N(C[C@@H]1C)C(=O)C1=CC(=NC=C1C)C1=NC(=NC=C1)C(C)(C)O)C ((2R,5S)-4-((3-fluoro-5-methylpyridin-2-yl)methyl)-2,5-dimethylpiperazin-1-yl)(2-(2-(2-hydroxypropan-2-yl)pyrimidin-4-yl)-5-methylpyridin-4-yl)methanone